Cl.ClC1=CC(=CC(=N1)C1=CC(=NC=N1)C(=O)NC)C1CNC[C@@H]2N1C(CC2)=O 6-(6-chloro-4-((8aR)-6-oxooctahydropyrrolo[1,2-a]pyrazin-4-yl)pyridin-2-yl)-N-methylpyrimidine-4-carboxamide hydrochloride